ClC1=C(C=CC=C1Cl)N(C(=O)C1=NC2=C(N1)C=CC(=C2)C(C)(C)O)CCO N-(2,3-dichlorophenyl)-N-(2-hydroxyethyl)-5-(2-hydroxypropan-2-yl)-1H-benzo[d]imidazole-2-carboxamide